Cl.C(C1=CC=CC=C1)N Benzylamine-hydrochloride